COC=1C(=CC2=C(N=CN2)C1)NC=1N=NC(=CC1)C 6-methoxy-N-(6-methylpyridazin-3-yl)benzimidazol-5-amine